ClC=1C=C2C(=CNC2=CC1)/C(/C#N)=C/C=1C=NC=CC1OC1=CC=CC=C1 (Z)-2-(5-chloro-1H-indol-3-yl)-3-(4-phenoxypyridin-3-yl)-acrylonitrile